7-(2,3-Dichlorophenyl)-4,7-diazaspiro[2.5]octane-4-carboxylic acid tert-butyl ester C(C)(C)(C)OC(=O)N1C2(CC2)CN(CC1)C1=C(C(=CC=C1)Cl)Cl